tetraphenylmethane tricarbamate C(N)(O)=O.C(N)(O)=O.C(N)(O)=O.C1(=CC=CC=C1)C(C1=CC=CC=C1)(C1=CC=CC=C1)C1=CC=CC=C1